FC=1C=C(CN2C(=NC3=NC=C(C=C32)N3C=CC=2C3=NC(=CN2)[C@@H](C)O)OC)C=C(C1)F (R)-1-(5-(1-(3,5-difluorobenzyl)-2-methoxy-1H-imidazo[4,5-b]pyridin-6-yl)-5H-pyrrolo[2,3-b]pyrazin-3-yl)ethanol